ethyl dipropylvalerate C(CC)C(C(=O)OCC)(CCC)CCC